C(C)(C)C1=C(NC2=CC=C(C=C12)C1CCN(CC1)CCCN1CCOCC1)C1=C2C(=NC=C1)NN=C2 4-(3-(4-(3-isopropyl-2-(1H-pyrazolo[3,4-b]pyridin-4-yl)-1H-indol-5-yl)piperidin-1-yl)propyl)morpholine